C(C)(C)(C)OC(=O)N(C=1C2=C(N=CN1)N(C=C2)C(=O)OC(C)(C)C)C(=O)OC(C)(C)C tert-butyl 4-{bis[(tert-butoxy) carbonyl] amino}-7H-pyrrolo[2,3-d]pyrimidine-7-carboxylate